2-hydroxyethyl-tin OCC[Sn]